FC=1C=C2C(C(NC2=CC1C#C[Si](C)(C)C)=O)(C)C 5-fluoro-3,3-dimethyl-6-((trimethylsilyl)ethynyl)indolin-2-one